Tungsten-Nickel [Ni].[W]